BrC1=C(C(=C(C(=C1F)F)C(=C(F)F)F)F)F 1-bromo-2,3,5,6-tetrafluoro-4-(1,2,2-trifluorovinyl)benzene